6-methyl-5-(2-(methylsulfonyl)ethyl)nicotinonitrile CC1=NC=C(C#N)C=C1CCS(=O)(=O)C